FC(C1=NN(C2=CC=CC=C12)CC(=O)N)F 2-[3-(difluoromethyl)-1H-indazol-1-yl]acetamide